tert-Butyl 3-(2-(tetradecylamino)ethyl)piperidine-1-carboxylate C(CCCCCCCCCCCCC)NCCC1CN(CCC1)C(=O)OC(C)(C)C